S1C=CC2=C1C=CC=C2C2CCN(CC2)C(CN2N=C(C1=C2CCC1)C(=O)N1C[C@H](O[C@H](C1)C)C)=O 1-[4-(1-Benzothiophen-4-yl)piperidin-1-yl]-2-{3-[(2R,6S)-2,6-dimethylmorpholin-4-carbonyl]-5,6-dihydrocyclopenta[c]pyrazol-1(4H)-yl}ethan-1-on